N[C@@]1([C@H](C[C@@H](C1)CN)CCCB(O)O)C(=O)O (1S,2S,4S)-1-amino-4-(aminomethyl)-2-(3-boronopropyl)cyclopentanecarboxylic acid